3-bromo-2-chloro-N-((4,6-dimethyl-2-carbonyl-1,2-dihydropyridin-3-yl)methyl)-5-(ethyl-(tetrahydro-2H-pyran-4-yl)amino)-6-methylbenzamide BrC=1C(=C(C(=O)NCC=2C(NC(=CC2C)C)=C=O)C(=C(C1)N(C1CCOCC1)CC)C)Cl